Cl.ClC=1C=C(CN2CC(OCC2)CNC(C)=O)C=CC1Cl N-{[4-(3,4-dichlorobenzyl)morpholin-2-yl]methyl}acetamide hydrochloride